N-(3-(2-(4-(morpholine-4-carbonyl)phenylamino)-[1,2,4]triazolo[1,5-a]pyridin-5-yloxy)phenyl)acrylamide N1(CCOCC1)C(=O)C1=CC=C(C=C1)NC1=NN2C(C=CC=C2OC=2C=C(C=CC2)NC(C=C)=O)=N1